methyloxypropyl-trimethoxysilane COCCC[Si](OC)(OC)OC